[Ta]1CCCC1 tantalacyclopentane